ClC=1C(=C(C=CC1)CNC(CN(C(CN1C(C2=CC=CC=C2C1=O)=O)=O)C(C)C)=O)F N-(2-((3-chloro-2-fluorophenylmethyl)amino)-2-oxoethyl)-2-(1,3-dioxoisoindolin-2-yl)-N-isopropylacetamide